(4-methoxyphenyl)(2-(5-(trifluoromethyl)-1,2,4-oxadiazol-3-yl)-6,7-dihydrothieno[3,2-c]pyridin-5(4H)-yl)methanone COC1=CC=C(C=C1)C(=O)N1CC2=C(CC1)SC(=C2)C2=NOC(=N2)C(F)(F)F